5-methoxy-4-((5-methyl-1H-pyrazol-3-yl)amino)-6-(pyrrolidin-1-yl)pyrimidin COC=1C(=NC=NC1N1CCCC1)NC1=NNC(=C1)C